C(C)C(C)CCCC(CC)CC 2,6-Diethyloctane